CC=1C(=NC=C(C1)C)N1CCN(CC1)C(=O)C1=CC=C(C=C1)C1(C(N(C(N1)=O)C)=O)C(C)C 5-{4-[4-(3,5-dimethylpyridin-2-yl)piperazine-1-carbonyl]phenyl}-5-isopropyl-3-methylimidazolidine-2,4-dione